7-((4-(4-(2-Methoxyprop-2-yl)piperidin-1-yl)-2-methylphenyl)amino)-2H-benzo[b][1,4]oxazin-3(4H)-one COC(C)(C)C1CCN(CC1)C1=CC(=C(C=C1)NC=1C=CC2=C(OCC(N2)=O)C1)C